FC1=C(C=C(C=C1)[N+](=O)[O-])CS(=O)C 1-fluoro-2-((methylsulfinyl)methyl)-4-nitrobenzene